1-(2-(3-(2-fluoroethyl)azetidin-1-yl)-2-oxoethyl)-6-(3-(trifluoromethyl)phenyl)-3-trityl-1,3-dihydro-2H-imidazo[4,5-b]pyridin-2-one FCCC1CN(C1)C(CN1C(N(C2=NC=C(C=C21)C2=CC(=CC=C2)C(F)(F)F)C(C2=CC=CC=C2)(C2=CC=CC=C2)C2=CC=CC=C2)=O)=O